ClCCCCCCOCCOCCNC(=O)C1=C(C(=C(C(=O)[O-])C(=C1F)F)[C+]1C2=C([Si](C3=C1C=CC(=C3)N(C3=CC=CC=C3)C)(C)C)C=C(C=C2)N(C2=CC=CC=C2)C)F 4-((2-(2-((6-Chlorohexyl)oxy)ethoxy)ethyl)carbamoyl)-2-(5,5-dimethyl-3,7-bis(methyl(phenyl)amino)dibenzo-[b,e]silin-10-ylium-10(5H)-yl)-3,5,6-trifluorobenzoate